S[N] sulfydryl-nitrogen